Ethyl 2-Phenyl-5-(p-tolyl)pyrimidine-4-carboxylate C1(=CC=CC=C1)C1=NC=C(C(=N1)C(=O)OCC)C1=CC=C(C=C1)C